1-(6-(6-(phenylamino)picolinoyl)piperidin-4-yl)picolinamide C1(=CC=CC=C1)NC1=CC=CC(=N1)C(=O)C1CC(CCN1)N1C(C=CC=C1)C(=O)N